BrC1=CC=C2/C(/C(NC2=C1)=O)=C(\C1=CC=CC=C1)/NC1=CC=C(C=C1)N(C(CN1C=NC=C1)=O)C (Z)-N-(4-(((6-Bromo-2-oxoindolin-3-ylidene)(phenyl)methyl)amino)phenyl)-2-(1H-imidazol-1-yl)-N-methyl-acetamide